FC1=C(C(=O)O)C=CN=C1C1=C(C=CC=C1OC)F 3-fluoro-2-(2-fluoro-6-methoxyphenyl)isonicotinic acid